N-(4-amino-1H-pyrazolo[4,3-c]pyridin-7-yl)-N'-methyl-N'-[(1S)-1-[2-fluoro-4-(1,1,2,2,2-pentafluoroethyl)phenyl]ethyl]oxamide NC1=NC=C(C2=C1C=NN2)NC(=O)C(=O)N([C@@H](C)C2=C(C=C(C=C2)C(C(F)(F)F)(F)F)F)C